N-phenyl-benzophenone hydrazone C1(=CC=CC=C1)NN=C(C1=CC=CC=C1)C1=CC=CC=C1